C1(CCCC1)CC=1OC(=CN1)C=1C=C2C(=NC1C=1C=C3C(=NC1)CN(C3=O)C)CCC2 3-(3-(2-(cyclopentylmethyl)oxazol-5-yl)-6,7-dihydro-5H-cyclopenta[b]pyridin-2-yl)-6-methyl-6,7-dihydro-5H-pyrrolo[3,4-b]pyridin-5-one